C(C)(C)(C)OC(=O)N(C(OC(C)(C)C)=O)C1=CC(=C(C=C1)Cl)[N+](=O)[O-] tert-butyl (tert-butoxycarbonyl)(4-chloro-3-nitrophenyl)carbamate